2-(((1,5-dimethyl-1H-1,2,4-triazol-3-yl)methoxy)methyl)-N-(1-methyl-1H-tetrazol-5-yl)-6-(trifluoromethyl)pyridine-3-carbothioamide CN1N=C(N=C1C)COCC1=NC(=CC=C1C(NC1=NN=NN1C)=S)C(F)(F)F